C(C)(C)(C)OC(=O)N1CCN(CC1)C1=CC(=CC=C1)CNCCC1=CC=CC=C1 4-(3-((phenethylamino)methyl)phenyl)piperazine-1-carboxylic acid tert-butyl ester